boron-tungsten-silicon [Si].[W].[B]